4-((4H-1,2,4-triazol-4-yl)amino)benzonitrile N=1N=CN(C1)NC1=CC=C(C#N)C=C1